isocyanatocyclopentane N(=C=O)C1CCCC1